C(CC)SC1(CS1)SC1(CS1)SCCC (β-epithiopropylthioethyl)sulfide